BrC=1C=C(CN2N=C(C=C2C(=O)N[C@H](C(=O)NC)CC2=CC(=CC=C2)Br)C2=C(C=CC=C2)[N+](=O)[O-])C=CC1 (S)-1-(3-bromobenzyl)-N-(3-(3-bromophenyl)-1-(methylamino)-1-oxopropan-2-yl)-3-(2-nitrophenyl)-1H-pyrazole-5-carboxamide